C1(CCCCC1)C1=NC=NC(=C1N1C(C(=C(C2=CC(=C(N=C12)C1=C(C=CC=C1OC)F)F)O)[N+](=O)[O-])=O)C1CCCCC1 1-(4,6-dicyclohexylpyrimidin-5-yl)-6-fluoro-7-(2-fluoro-6-methoxyphenyl)-4-hydroxy-3-nitro-1,8-naphthyridin-2(1H)-one